(S)-3-((R)-2-(1-ethyl-8-(2-Methoxy-7-azaspiro[3.5]nonane-7-carbonyl)-5-oxo-1,2,3,5-tetrahydro-4H-benzo[e][1,4]diazepine-4-yl)-1-hydroxyethyl)-3,4-dihydroisoquinoline C(C)N1CCN(C(C2=C1C=C(C=C2)C(=O)N2CCC1(CC(C1)OC)CC2)=O)C[C@@H](O)[C@H]2N=CC1=CC=CC=C1C2